1-bromo-4-((1s,4r)-4-propylcyclohexyl)benzene CCCC1CCC(CC1)C2=CC=C(C=C2)Br